((2-(3'-(7-cyano-5-((3-fluoropyrrolidin-1-yl)methyl)benzo[d]oxazol-2-yl)-2,2'-dimethyl-[1,1'-biphenyl]-3-yl)-6-(difluoromethoxy)benzo[d]oxazol-5-yl)methyl)-D-proline C(#N)C1=CC(=CC=2N=C(OC21)C=2C(=C(C=CC2)C2=C(C(=CC=C2)C=2OC1=C(N2)C=C(C(=C1)OC(F)F)CN1[C@H](CCC1)C(=O)O)C)C)CN1CC(CC1)F